C(C1=CC=CC=C1)NC1=C2N=CN(C2=NC(=N1)C=1C=NC=C(C1)OC1=CC=CC=C1)[C@H]1[C@@H]([C@@H]([C@H](O1)C(=O)NC([2H])([2H])[2H])O)O (2s,3s,4r,5r)-5-(6-(benzylamino)-2-(5-phenoxypyridin-3-yl)-9H-purin-9-yl)-3,4-dihydroxy-N-(methyl-d3)-tetrahydrofuran-2-carboxamide